[Re](=O)(=O)([O-])[O-].[K+].[K+] Potassium rhenate